11-(((S)-1-((2S,4R)-4-hydroxy-2-(((S)-1-(4-(4-methylthiazol-5-yl)phenyl)ethyl)carbamoyl)pyrrolidin-1-yl)-3-methyl-1-oxobutan-2-yl)amino)-11-oxoundecanoic acid O[C@@H]1C[C@H](N(C1)C([C@H](C(C)C)NC(CCCCCCCCCC(=O)O)=O)=O)C(N[C@@H](C)C1=CC=C(C=C1)C1=C(N=CS1)C)=O